S(=O)([O-])[O-].[Ru+4].S(=O)([O-])[O-] Ruthenium(IV) Sulfite